tert-butyl (2S,6R*)-6-[(tert-butyldimethylsilyl)oxy]-2-(hydroxymethyl)-1,4-oxazocane-4-carboxylate [Si](C)(C)(C(C)(C)C)O[C@H]1CN(C[C@H](OCC1)CO)C(=O)OC(C)(C)C |o1:8|